ClC1=C(C=NC(=C1)C(NC)=O)COC1=CC=CC(=N1)C1=CC(=C(CC2=NC3=C(N2CC2(CC2)CF)C=C(C=C3)C(=O)O)C=C1)F 2-(4-(6-((4-chloro-6-(methylcarbamoyl)pyridin-3-yl)methoxy)pyridin-2-yl)-2-fluorobenzyl)-1-((1-(fluoromethyl)cyclopropyl)methyl)-1H-benzo[d]imidazole-6-carboxylic acid